amino-methyl-phenylcarbamate NC1=C(C=CC=C1)N(C([O-])=O)C